5-(3-(3-((4-((8-cyclopentyl-7-oxo-7,8-dihydropyrido[2,3-d]pyrimidin-2-yl)amino)piperidin-1-yl)sulfonyl)phenoxy)azetidin-1-yl)-2-(2,6-dioxopiperidin-3-yl)isoindoline-1,3-dione C1(CCCC1)N1C(C=CC2=C1N=C(N=C2)NC2CCN(CC2)S(=O)(=O)C=2C=C(OC1CN(C1)C=1C=C3C(N(C(C3=CC1)=O)C1C(NC(CC1)=O)=O)=O)C=CC2)=O